OC1=CC=C(C=C1)C(C1=CC=CC=C1)(C1=CC=C(C=C1)O)C1=CC=C(C=C1)O tris-(4-hydroxyphenyl)phenylmethane